[Xe].[Xe] XENON xenon